7-(2,2-difluoroethyl)-6-(4-(4-(dimethoxymethyl)piperidin-1-yl)phenyl)-1-fluoro-3-(tetrahydro-2H-pyran-2-yl)-3,8,9,10-tetrahydrocyclohepta[e]indazole FC(CC1=C(C2=C(C=3C(=NN(C3C=C2)C2OCCCC2)F)CCC1)C1=CC=C(C=C1)N1CCC(CC1)C(OC)OC)F